FC(OC1=CC=C(C=C1)C=1C(C(=CN2C=CC(=CC12)OCC)C1=CC=C(C=C1)OC(F)F)=O)F 1,3-bis(4-(difluoromethoxy)phenyl)-8-ethoxy-2H-quinolizin-2-one